(2S)-2-(9H-fluoren-9-yl-methoxycarbonylamino)-3-[2-(trifluoromethyl)phenyl]propanoic acid C1=CC=CC=2C3=CC=CC=C3C(C12)N([C@H](C(=O)O)CC1=C(C=CC=C1)C(F)(F)F)C(=O)OC